3-ethylsulfanyl-pyridine-2-carboxylic acid (3-bromo-2-methylamino-5-trifluoromethyl-phenyl)-amide BrC=1C(=C(C=C(C1)C(F)(F)F)NC(=O)C1=NC=CC=C1SCC)NC